C(C)(C)(C)OC(=O)N1CCC(CC1)COC1CN(C1)CC1=CC2=C(N(C(N2C)=O)C2C(NC(CC2)=O)=O)C=C1 Tert-butyl-4-[[1-[[1-(2,6-dioxo-3-piperidyl)-3-methyl-2-oxo-benzimidazol-5-yl]methyl] azetidin-3-yl]oxymethyl]piperidine-1-carboxylate